N[C@@H]1CN(C[C@H]1O)C1CC(N(C1)C1=CC=C(C=C1)S(=O)(=O)N1CCN(CC1)C1=NC(=CC(=C1)C(F)(F)F)Cl)=O 4-[(3r,4r)-3-amino-4-hydroxy-pyrrolidin-1-yl]-1-[4-[4-[6-chloro-4-(trifluoromethyl)-2-pyridinyl]piperazin-1-yl]sulfonylphenyl]pyrrolidin-2-one